CN1C(N(C2=C1C=CC=C2)C)=O 1,3-dimethyl-1H-benzo[d]imidazol-2(3H)-one